(1r,4r)-4-[(8-ethoxy-8-oxooctyl)amino]cyclohexane C(C)OC(CCCCCCCNC1CCCCC1)=O